sodium laurylglucose C(CCCCCCCCCCC)C(=O)[C@H](O)[C@@H](O)[C@H](O)[C@H](O)CO.[Na]